C1(=C(C=CC=C1)N1N=NC(=C1)C1=CC=C(\C=C\2/C(NC3=CC=CC=C23)=O)C=C1)C (Z)-3-(4-(1-(o-tolyl)-1H-1,2,3-triazol-4-yl)benzylidene)indolin-2-one